ethylenedistyrene C(CC=CC1=CC=CC=C1)C=CC1=CC=CC=C1